FC=1C=CC(=C(C1)NC(=O)C=1C=2C[C@@H]3[C@H](C2N(N1)C1=C(C=C(C=C1)F)F)C3)OC (1aR,5aR)-2-(2,4-Difluoro-phenyl)-1a,2,5,5a-tetrahydro-1H-2,3-diaza-cyclopropa[a]pentalene-4-carboxylic acid (5-fluoro-2-methoxy-phenyl)-amide